ClC1=CC(=C(C=C1)C1(OC2=C(O1)C=CC=C2C2CCN(CC2)CC2=NC=C(C#N)C=C2C)C)F 6-((4-(2-(4-chloro-2-fluorophenyl)-2-methylbenzo[d][1,3]dioxol-4-yl)piperidin-1-yl)methyl)-5-methylnicotinonitrile